O1C=C(C2=C1C=CC=C2)CCN(CC(=O)O)C(=O)OCC2C1=CC=CC=C1C=1C=CC=CC21 2-{[2-(1-benzofuran-3-yl)ethyl]({[(9H-fluoren-9-yl)methoxy]carbonyl})amino}acetic acid